(1r,3R,5'S,7a'R)-3-hydroxy-5'-(1-methyl-1H-pyrazol-4-yl)tetrahydro-3'H-spiro[cyclobutane-1,2'-pyrrolo[2,1-b]oxazol]-3'-one OC1CC2(C(N3[C@H](O2)CC[C@H]3C=3C=NN(C3)C)=O)C1